ClC1=CC(=C(N(C1=O)CC)C1=CC=C(C=C1)F)C=O 5-chloro-1-ethyl-2-(4-fluorophenyl)-6-oxo-1,6-dihydropyridine-3-carbaldehyde